4-methyl-2-(2-methylprop-1-enyl)oxane CC1CC(OCC1)C=C(C)C